3,7-dihydroxy-4'-methoxyflavanone OC1C(OC2=CC(=CC=C2C1=O)O)C1=CC=C(C=C1)OC